(S)-N-(3-(2-((1,5-dimethyl-1H-pyrazol-3-yl)amino)-5-methylpyrimidin-4-yl)-1H-indol-7-yl)-2-(3-((6-(piperidin-1-yl)pyrimidin-4-yl)oxy)pyrrolidin-1-yl)acetamide CN1N=C(C=C1C)NC1=NC=C(C(=N1)C1=CNC2=C(C=CC=C12)NC(CN1C[C@H](CC1)OC1=NC=NC(=C1)N1CCCCC1)=O)C